[OH-].C[N+](CCC)(CCC)C Dimethyl-dipropyl-ammonium hydroxide